1-benzyl 7-methyl 3-fluoro-3,4-dihydrothieno[3,4-b]pyridine-1,7(2H)-dicarboxylate FC1CC=2C(N(C1)C(=O)OCC1=CC=CC=C1)=C(SC2)C(=O)OC